1-(4-chlorophenyl)-N-(4-(6,7-dimethoxyquinolin-4-oxy)phenyl)-4-oxo-1,4-dihydroquinoline-3-carboxamide ClC1=CC=C(C=C1)N1C=C(C(C2=CC=CC=C12)=O)C(=O)NC1=CC=C(C=C1)OC1=CC=NC2=CC(=C(C=C12)OC)OC